C(C)(C)C1=CC=C(C=C1)C(C)C 1,4-di-isopropylbenzene